COC1=CC=C(CN(S(=O)(=O)C2=NN(C=C2)C[C@@H]2N(CCC2)C(=O)OC(C)(C)C)CC2=CC=C(C=C2)OC)C=C1 (R)-tert-Butyl 2-((3-(N,N-bis(4-methoxybenzyl)sulfamoyl)-1H-pyrazol-1-yl)methyl)pyrrolidine-1-carboxylate